2-[[2-[2-(Dimethyl-amino)ethoxy]ethyl]methylamino]ethanol CN(CCOCCN(CCO)C)C